C(C)(C)(C)OC(C(CC1=CC=C(C=C1)OCCOCCOCC)N1CCNCCNCCNCC1)=O 10-[1-tert-butoxy-3-{4-[2-(2-ethoxyethoxy)ethoxy]phenyl}-1-oxopropan-2-yl]-1,4,7,10-tetraazacyclododecane